4-amino-2-(7,7-difluoro-3-azabicyclo[4.1.0]heptan-3-yl)-N-(7-(4,4-difluoropiperidin-1-yl)-2,3-dihydrobenzofuran-5-yl)benzamide NC1=CC(=C(C(=O)NC=2C=C(C3=C(CCO3)C2)N2CCC(CC2)(F)F)C=C1)N1CC2C(C2CC1)(F)F